tert-Butyl (2R,5S)-4-((5-chloro-6-(2-fluorophenyl)-2-(neopentylamino)pyridin-3-yl)((2-methoxy-2-oxoethyl)imino)methyl)-2,5-dimethylpiperazine-1-carboxylate ClC=1C=C(C(=NC1C1=C(C=CC=C1)F)NCC(C)(C)C)C(N1C[C@H](N(C[C@@H]1C)C(=O)OC(C)(C)C)C)=NCC(=O)OC